FC(N1N=CC(=C1C)S(=O)(=O)N1CCC(CC1)C=1C(=CC=2N(N1)C=CN2)C)F 6-(1-((1-(difluoromethyl)-5-methyl-1H-pyrazol-4-yl)sulfonyl)piperidin-4-yl)-7-methylimidazo[1,2-b]pyridazine